C(C)OC([C@@H](CO[Si](C1=CC=CC=C1)(C1=CC=CC=C1)C(C)(C)C)O)=O |r| (±)-3-((Tert-butyldiphenylsilyl)oxy)-2-hydroxypropionic acid ethyl ester